(4R)-4-[3-Oxo-3-[7-[[5-(trifluoro-methyl)pyrazin-2-yl]methyl]-2-azaspiro[3.5]nonan-2-yl]propyl]oxazolidin-2-one O=C(CC[C@H]1NC(OC1)=O)N1CC2(C1)CCC(CC2)CC2=NC=C(N=C2)C(F)(F)F